2-deutero-butyric acid [2H]C(C(=O)O)CC